OC1=C(N(N=N1)C)C(=O)O 5-hydroxy-3-methyl-1,2,3-triazole-4-carboxylic acid